cyclopentane-1,1-diacetic anhydride C12(CCCC1)CC(=O)OC(C2)=O